N-[3-(ethoxydimethylsilyl)propyl]-N',N',N''-trimethylguanidine C(C)O[Si](CCCNC(=NC)N(C)C)(C)C